C(C)(=O)N1CC(C1)OC1=NN(C=C1NC=O)C N-(3-((1-acetylazetidin-3-yl)oxy)-1-methyl-1H-pyrazol-4-yl)carboxamide